C(C1=CC=CC=C1)N1CC2(CN(C2)C(=O)[C@@H]2C(C2)(C)C)[C@@H](C1)C(=O)N[C@H](C(=O)N1CCOCC1)[C@@H](C)OCC1CCC(CC1)(F)F (S)-6-benzyl-N-((2S,3R)-3-((4,4-difluorocyclohexyl)methoxy)-1-morpholino-1-oxobutan-2-yl)-2-((S)-2,2-dimethylcyclopropane-1-carbonyl)-2,6-diazaspiro[3.4]octane-8-carboxamide